COCN1C=C(C=2C1=CN=C(C2)NC(C)=O)C2=NC(=CC1=C2OC[C@H](O1)C)S(=O)(=O)C (R)-N-(1-(methoxymethyl)-3-(2-methyl-7-(methylsulfonyl)-2,3-dihydro-[1,4]dioxino[2,3-c]pyridin-5-yl)-1H-pyrrolo[2,3-c]pyridin-5-yl)acetamide